3-(2,4-dihydroxybenzyl)-1-butylpyrrolidine-2,5-Dione OC1=C(CC2C(N(C(C2)=O)CCCC)=O)C=CC(=C1)O